N-Heptylbenzothiazolium C(CCCCCC)[N+]1=CSC2=C1C=CC=C2